(Z)- or (E)-3-hexenyl acetate C(C)(=O)OCCC=CCC